3-Butylheptyl 8-((3-((2-(methylamino)-3,4-dioxocyclobut-1-en-1-yl)amino)propyl)(8-oxo-8-(tridecan-7-yloxy)octyl)amino)octanoate CNC1=C(C(C1=O)=O)NCCCN(CCCCCCCC(=O)OCCC(CCCC)CCCC)CCCCCCCC(OC(CCCCCC)CCCCCC)=O